FC=1C=C(C#N)C=CC1N1CCN(CC1)[C@H]1CCCC2=CC(=CC=C12)CO (S)-3-Fluoro-4-(4-(6-(hydroxymethyl)-1,2,3,4-tetrahydronaphthalen-1-yl)piperazin-1-yl)benzonitrile